6-bromo-3,4-dihydro-1,5-naphthyridine-1(2H)-amine BrC=1N=C2CCCN(C2=CC1)N